C(=O)(OC(C)(C)C)NC=1C(=C(C(=CC1)C)C)NC(=O)OC(C)(C)C di(boc-amino)xylene